2,2,3-trimethyl-pentane CC(C)(C(CC)C)C